NC=1C=C(C=NC1OC)C1=CC=CC(=N1)CC(C(=O)CCC(=O)O)=C 6-(5-Amino-6-methoxypyridin-3-yl)pyridinmethacryloylethyl-carboxylic acid